FC1=CC=C(C=C1)N1N=C(C=C1C(C)(C)O)S(=O)(=O)N 1-(4-fluorophenyl)-5-(2-hydroxy-prop-2-yl)-1H-pyrazole-3-sulfonamide